CN1C(=NC(=C1)C(F)(F)F)C12OCC(CC1)(CC2)COS(=O)(=O)C2=CC=C(C=C2)C (1-(1-methyl-4-(trifluoromethyl)-1H-imidazol-2-yl)-2-oxabicyclo[2.2.2]oct-4-yl)methyl-4-methylbenzenesulfonate